3-(1-(((R)-1-(3-cyano-2-methylphenyl)ethyl)amino)-4-methylpyrido[3,4-d]pyridazin-7-yl)-3,8-diazabicyclo[3.2.1]octane-8-carboxylic acid tert-butyl ester C(C)(C)(C)OC(=O)N1C2CN(CC1CC2)C2=CC=1C(=C(N=NC1N[C@H](C)C1=C(C(=CC=C1)C#N)C)C)C=N2